[Se]1C(=CC=C1)N selenolamine